ClC=1C=NC(=C(C(=O)NC2CCC(CC2)CN2C(N(C3=C2C=C(C=C3)OC)C=3C=CC(=NC3)C(=O)NC)=O)C1)C(F)F 5-(3-(((1r,4r)-4-(5-chloro-2-(difluoromethyl)nicotinamido)cyclohexyl)methyl)-5-methoxy-2-oxo-2,3-dihydro-1H-benzo[d]imidazol-1-yl)-N-methylpicolinamide